6-((3-fluoro-1H-pyrrolo[2,3-b]pyridin-5-yl)oxy)-1-methyl-2-((1-methyl-2-oxo-5-(trifluoromethyl)-1,2-dihydropyridin-3-yl)amino)-1H-imidazo[4,5-b]pyridine-7-carbonitrile FC1=CNC2=NC=C(C=C21)OC=2C(=C1C(=NC2)N=C(N1C)NC=1C(N(C=C(C1)C(F)(F)F)C)=O)C#N